N1(CCN(CCNCC1)CC(=O)OC(C)(C)C)CC(=O)OC(C)(C)C di-tert-butyl 2,2'-(1,4,7-triazonane-1,4-diyl)diacetate